(cis)-8-(8'-Chloro-4'H,6'H-spiro[1,3-dioxolan-2,5'-[1,2,4]triazolo[4,3-a][1]benzazepin]-1'-yl)-3-methyl-1-oxa-3-azaspiro[4.5]decan-2-on ClC=1C=CC2=C(CC3(CC=4N2C(=NN4)C4CCC2(CN(C(O2)=O)C)CC4)OCCO3)C1